1-(4-(4-bromo-5-chloro-3-fluoro-2-(dimethylamino)benzoyl)piperazin-1-yl)prop-2-en-1-one BrC1=C(C(=C(C(=O)N2CCN(CC2)C(C=C)=O)C=C1Cl)N(C)C)F